5-((R)-1-(3,5-dichloropyridin-4-yl)ethoxy)-3-(5-fluoro-6-((R)-2-methylazetidin-1-yl)pyridin-3-yl)-6-methoxy-1H-indazole ClC=1C=NC=C(C1[C@@H](C)OC=1C=C2C(=NNC2=CC1OC)C=1C=NC(=C(C1)F)N1[C@@H](CC1)C)Cl